BrCCCCCC[Si](OC(C)CC\C=C/CCCCC)(OC(C)CC\C=C/CCCCC)OC(C)CC\C=C/CCCCC (6-bromohexyl)tris(((Z)-undec-5-en-2-yl)oxy)silane